C1NCC12CC(C2)CC=2C=C(C=CC2)S(C(F)(F)F)(=O)=N [3-(2-azaspiro[3.3]-heptan-6-ylmethyl)-phenyl]-imino-oxo-(trifluoromethyl)-λ6-sulfane